Methyl 3-chloro-6-(2-chloro-6-iodo-4-(trifluoromethyl) phenyl)picolinate ClC=1C(=NC(=CC1)C1=C(C=C(C=C1I)C(F)(F)F)Cl)C(=O)OC